CC1=CC=2N(C=C1NC=1N=CC3=C(N1)N(C(C3=C(C)C)=O)C3CCOCC3)N=CN2 2-((7-methyl-[1,2,4]triazolo[1,5-a]pyridin-6-yl)amino)-5-(propan-2-ylidene)-7-(tetrahydro-2H-pyran-4-yl)-5,7-dihydro-6H-pyrrolo[2,3-d]pyrimidin-6-one